C1(=CC=CC=C1)C1=CC2=C(OC3=C2C=C(C=C3)C3=CC=CC=C3)C(=C1)C=1C=C(C=CC1)C=1C=C(C=CC1)C1=NC3=C2C(=C4C(=C3N=C1)C=CC=C4)C=CC=C2 2-{3-[3-(2,8-diphenyldibenzofuran-4-yl)phenyl]phenyl}dibenzo[f,h]quinoxaline